CN1N=NC(=C1C1=CC=2N(C=3C4=C(C=CC3C2N=C1)C(CC4)=O)C(C4CCOCC4)C4=CC=CC=C4)C 8-(1,4-dimethyl-1H-1,2,3-triazol-5-yl)-10-(phenyl-(tetrahydro-2H-pyran-4-yl)methyl)-1,10-dihydrocyclopenta[g]pyrido[3,2-b]indol-3(2H)-one